CC(C)CC1(C(=O)NC(=O)NC1=O)CC=C The molecule is a member of the class of barbiturates that is barbituric acid in which the hydrogens at position 5 are substituted by an allyl group and an isobutyl group. Frequently combined with other medicines, such as aspirin, paracetamol and codeine, it is used for treatment of pain and headache. It has a role as a sedative and an analgesic. It derives from a barbituric acid.